4-[[3-[4-(difluoromethoxy)-2,3-difluorophenyl]imidazo[1,2-a]pyrazin-8-yl]amino]-N-[3-[[2-(dimethylamino)acetyl]amino]propyl]-2-ethylbenzamide FC(OC1=C(C(=C(C=C1)C1=CN=C2N1C=CN=C2NC2=CC(=C(C(=O)NCCCNC(CN(C)C)=O)C=C2)CC)F)F)F